1-chloro-3-methoxypropan-2-ol ClCC(COC)O